CO[Si](OC)(OC)OC Tetramethoxy-silan